5-(2-chloro-α,α,α-trifluoro-p-tolyloxy)-N-methylsulfonyl-2-nitrobenzamide ClC1=C(C=CC(=C1)OC=1C=CC(=C(C(=O)NS(=O)(=O)C)C1)[N+](=O)[O-])C(F)(F)F